(Z)-ethyl 2-(3-fluoro-1-(2-nitropyridin-3-yl)piperidin-4-ylidene)acetate FC\1CN(CC/C1=C/C(=O)OCC)C=1C(=NC=CC1)[N+](=O)[O-]